FC=1C=CC(=C(C1)C=1CCCC2=C(C1C1=CC=C(C=C1)CC1CN(C1)CCCF)C=CC=C2)C(F)(F)F 8-(5-Fluoro-2-(trifluoromethyl)phenyl)-9-(4-((1-(3-fluoropropyl)azetidin-3-yl)methyl)phenyl)-6,7-dihydro-5H-benzo[7]annulen